C(C)OC(=O)C1=C2CC[C@@H]([C@H]1C(C)C)C2 (1r,2r,4r,3r)-3-isopropylbicyclo[2.2.1]hept-ene-2-carboxylic acid ethyl ester